ClC1=CC(=C(C=C1C(=O)OC)C=1C(C(=C(N(C1C)CC)C1=CC(=C(C=C1)Cl)Cl)C(=O)OC(C)(C)C)=O)F tert-butyl 5-(4-chloro-2-fluoro-5-methoxycarbonyl-phenyl)-2-(3,4-dichlorophenyl)-1-ethyl-6-methyl-4-oxo-pyridine-3-carboxylate